benzyl 2-(3-(2-ethoxy-2-oxoethoxy)phenyl)-7-((2-ethoxy-2-oxoethyl)sulfonyl)-2,6,6-trimethylheptanoate C(C)OC(COC=1C=C(C=CC1)C(C(=O)OCC1=CC=CC=C1)(CCCC(CS(=O)(=O)CC(=O)OCC)(C)C)C)=O